(2S,3S,4R,5R)-5-(2-(5-chloropyridin-3-yl)-6-((2-(pyridin-2-yl)ethyl)amino)-9H-purin-9-yl)-3,4-dihydroxyl-N-(methyl-d3)-tetrahydrofuran-2-carboxamide ClC=1C=C(C=NC1)C1=NC(=C2N=CN(C2=N1)[C@H]1[C@@H]([C@@H]([C@H](O1)C(=O)NC([2H])([2H])[2H])O)O)NCCC1=NC=CC=C1